2-((6-chloro-4-fluoropyridin-3-yl)ethynyl)-5-methylpyrazine ClC1=CC(=C(C=N1)C#CC1=NC=C(N=C1)C)F